N-(3-chloro-4-fluorophenyl)-N-(3-(dimethylamino)propyl)-2-(6-methyl-4-(trifluoromethyl)pyridin-2-yl)-5-oxopyrazolidine-3-carboxamide ClC=1C=C(C=CC1F)N(C(=O)C1N(NC(C1)=O)C1=NC(=CC(=C1)C(F)(F)F)C)CCCN(C)C